C(C1=CC=CC=C1)NC(C(CC[C@@H]1C(NCC1)=O)O)=O N-benzyl-2-hydroxy-4-[(3S)-2-oxopyrrolidin-3-yl]Butyramide